(4-chlorophenyl)-2-methyl-5-(4-(trifluoromethoxy)phenyl)thiazolo[4,5-d]pyridazin-4(5H)-one ClC1=CC=C(C=C1)C=1C2=C(C(N(N1)C1=CC=C(C=C1)OC(F)(F)F)=O)N=C(S2)C